3-(2-(dimethylamino)ethyl)pyridin-2-ol formate salt C(=O)O.CN(CCC=1C(=NC=CC1)O)C